(S)-7-methoxy-N-methyl-isochroman-4-amine COC1=CC=C2[C@@H](COCC2=C1)NC